C(C1=CC=CC=C1)N1CCN(CCN(CCC1)CC=1C(=C(C(=O)N)C=C(C1)C)O)CC=1C(=C(C(=O)N)C=C(C1)C)O 3,3'-[(7-benzyl-1,4,7-triazecane-1,4-diyl)bis(methylene)]bis(2-hydroxy-5-methylbenzamide)